CN1CCN(CC1)C=1C=CC(=NC1)NC=1C=CC(=C2CNC(C12)=O)C=1C=NN2C1C=NC=C2 7-[[5-(4-methylpiperazin-1-yl)-2-pyridyl]amino]-4-pyrazolo[1,5-a]pyrazin-3-yl-isoindolin-1-one